1-(5-bromo-3-fluoropyridin-2-yl)-N-((1S,3R)-1-(5-bromo-3-fluoropyridin-2-yl)-2-((1-fluorocyclopropyl)methyl)-3,5-dimethyl-1,2,3,4-tetrahydroisoquinolin-6-yl)methanimine BrC=1C=C(C(=NC1)C=NC=1C(=C2C[C@H](N([C@@H](C2=CC1)C1=NC=C(C=C1F)Br)CC1(CC1)F)C)C)F